O=C(CCC(=O)O)C1=CC=C(C=C1)C 4-oxo-4-p-tolyl-butyric acid